2,2-dimethyl-3-prop-1-enyl-cyclopropanecarboxylic acid 2,3,5,6-tetrafluoro-4-methylbenzyl ester FC1=C(COC(=O)C2C(C2C=CC)(C)C)C(=C(C(=C1F)C)F)F